2-(3,4-bis(nicotinoyloxy)phenyl)-3-hydroxy-4-oxo-4H-chromene-5,7-diyl dinicotinate C(C1=CN=CC=C1)(=O)OC1=C2C(C(=C(OC2=CC(=C1)OC(C1=CN=CC=C1)=O)C1=CC(=C(C=C1)OC(C1=CN=CC=C1)=O)OC(C1=CN=CC=C1)=O)O)=O